N1=C(C=CC=C1)N1C(C=CC=C1)=O 1-(2-pyridyl)-2-pyridone